3-Aminopropyl-triethoxysilan NCCC[Si](OCC)(OCC)OCC